sulfuric acid-fluoride S(=O)(=O)(F)F